3-iodo-1-methyl-1H-pyrrolo[2,3-d]pyridazine IC1=CN(C2=CN=NC=C21)C